CC(C(=O)Cl)(C)OC1=CC=C(C=C1)C 2-methyl-2-(4-methylphenoxy)propionyl chloride